O=C1NC(CCC1NC(=O)C=1C=C(C=NC1)N1CCN(CC1)C(=O)OC(C)(C)C)=O tert-butyl 4-[5-[(2,6-dioxopiperidin-3-yl)carbamoyl]pyridin-3-yl]piperazine-1-carboxylate